C(C)(C)(C)OC(=O)N1CCC(CCC1)(O)C1=CC=C(C=C1)C1=CC(=CC2=CC(=CC=C12)C1=CC=C(C=C1)C(F)(F)F)C(=O)O 4-(4-(1-(tert-Butoxycarbonyl)-4-hydroxyazepan-4-yl)phenyl)-7-(4-(trifluoromethyl)phenyl)-2-naphthoic acid